1-(4-(((R)-2,6-dioxopiperidin-3-yl)amino)-2-fluorophenyl)-4-hydroxypiperidin O=C1NC(CC[C@H]1NC1=CC(=C(C=C1)N1CCC(CC1)O)F)=O